N-(3-amino-2,4-difluorophenyl)-2-chloro-5-((1r,3r)-2,2-dichloro-3-(3,4,5-trichlorophenyl)cyclopropane-1-carboxamido)benzamide NC=1C(=C(C=CC1F)NC(C1=C(C=CC(=C1)NC(=O)[C@@H]1C([C@H]1C1=CC(=C(C(=C1)Cl)Cl)Cl)(Cl)Cl)Cl)=O)F